(R)-1-((S)-pyrrolidin-2-yl)isochroman-8-carbonitrile N1[C@@H](CCC1)[C@@H]1OCCC2=CC=CC(=C12)C#N